3-(4-(tert-butyl)phenyl)-1-methyl-5-phenyl-1λ6-thiopyran 1-oxide C(C)(C)(C)C1=CC=C(C=C1)C=1C=S(C=C(C1)C1=CC=CC=C1)(C)=O